ClC=1C=CC(=C(C1)C1=CC(N(C=C1OC)C(C(=O)O)CC1=CC=CC=C1)=O)N1N=NN=C1 2-(4-(5-chloro-2-(1H-tetrazol-1-yl)phenyl)-5-methoxy-2-oxopyridine-1(2H)-yl)-3-phenylpropanoic acid